OC1C(OC2=CC(=CC(=C2C1=O)O)OC)C1=C(C(=C(C=C1)O)O)OC 3,5,3',4'-tetrahydroxy-7,2'-dimethoxyflavanone